tert-butyl 2-{[6-(2,3-dihydro-1H-indol-4-yl)-5-fluoropyridin-3-yl]methyl}-7-azaspiro[3.5]nonane-7-carboxylate N1CCC2=C(C=CC=C12)C1=C(C=C(C=N1)CC1CC2(C1)CCN(CC2)C(=O)OC(C)(C)C)F